(3R,4R)-N-((5-(2,6-difluorophenyl)pyridin-2-yl)methyl)-4-methoxytetrahydro-2H-pyran-3-amine hydrochloride Cl.FC1=C(C(=CC=C1)F)C=1C=CC(=NC1)CN[C@@H]1COCC[C@H]1OC